methyl 3-(9-((4-(((tert-butoxycarbonyl)amino)methyl)-2,6-dimethylphenyl)carbamoyl)-2-methyl-4,5-dihydrobenzo[b]thieno[2,3-d]oxepin-8-yl)-6-(propylcarbamoyl)picolinate C(C)(C)(C)OC(=O)NCC1=CC(=C(C(=C1)C)NC(=O)C1=CC2=C(OCCC3=C2SC(=C3)C)C=C1C=1C(=NC(=CC1)C(NCCC)=O)C(=O)OC)C